7-((2,3-Difluorobenzyl)oxy)-3,4,11,11a-tetrahydropyrimido[6',1':2,3]imidazo[5,1-c][1,4]thiazin-9(1H)-one 2,2-dioxide FC1=C(COC2=NC(N3C(N4C(CS(CC4)(=O)=O)C3)=C2)=O)C=CC=C1F